4-[2-[4-[3-[4-(difluoromethyl)phenyl]-4-isopropyl-pyrazol-1-yl]-1-piperidyl]ethyl]-1,4-thiazinane 1,1-dioxide FC(C1=CC=C(C=C1)C1=NN(C=C1C(C)C)C1CCN(CC1)CCN1CCS(CC1)(=O)=O)F